6-fluoro-N-(3-(4-isopropyl-4H-1,2,4-triazol-3-yl)phenyl)-2-oxo-1,2,3,4-tetrahydroquinoline-7-carboxamide FC=1C=C2CCC(NC2=CC1C(=O)NC1=CC(=CC=C1)C1=NN=CN1C(C)C)=O